CC(C)CCCC(C)CCCC(C)CC/C=C(\\C)/C(=O)SCCNC(=O)CCNC(=O)[C@@H](C(C)(C)COP(=O)(O)OP(=O)(O)OC[C@@H]1[C@H]([C@H]([C@@H](O1)N2C=NC3=C(N=CN=C32)N)O)OP(=O)(O)O)O The molecule is a long-chain fatty acyl-CoA that results from the formal condensation of the thiol group of coenzyme A with the carboxy group of (E)-2,3-didehydropristanic acid. It is a multi-methyl-branched fatty acyl-CoA, a long-chain fatty acyl-CoA, an 11,12-saturated fatty acyl-CoA, a trans-2-enoyl-CoA and a monounsaturated fatty acyl-CoA. It is a conjugate acid of an (E)-2,3-didehydropristanoyl-CoA(4-).